N-(9-ethyl-5-fluoro-9-hydroxy-4-methyl-10,13-dioxo-2,3,9,10,13,15-hexahydro-1H,12H-benzo[de]pyrano[3',4':6,7]indolizino[1,2-b]quinolin-1-yl)-2-fluoro-3-hydroxy-2-methylpropanamide C(C)C1(C(OCC=2C(N3CC=4C(=NC=5C=C(C(=C6C5C4C(CC6)NC(C(CO)(C)F)=O)C)F)C3=CC21)=O)=O)O